FC1=CC(=CC=C1F)OC 4,5-difluoro-2-methoxybenzene